(R)-(6,7-dichloro-1-methyl-1,3,4,5-tetrahydro-2H-pyrido[4,3-b]indol-2-yl)(5-(methylamino)pyrimidin-2-yl)methanone ClC1=C(C=CC=2C3=C(NC12)CCN([C@@H]3C)C(=O)C3=NC=C(C=N3)NC)Cl